ClC=1N=CC2=C(N1)N(C1=C2SN=C1)CC1=CC=C(C=C1)OC L-6-chloro-4-(4-methoxybenzyl)-4H-isothiazolo[5',4':4,5]pyrrolo[2,3-d]pyrimidine